FC1=CC=C2N=C(C(N(C2=C1O)C)=O)C 7-fluoro-8-hydroxy-1,3-dimethylquinoxalin-2(1H)-one